tert-butyl (11-(((S)-1-((2S,4R)-4-hydroxy-2-(((S)-1-(4-(4-methylthiazol-5-yl)phenyl)ethyl)carbamoyl)pyrrolidin-1-yl)-3,3-dimethyl-1-oxobutan-2-yl)amino)-11-oxoundecyl)carbamate O[C@@H]1C[C@H](N(C1)C([C@H](C(C)(C)C)NC(CCCCCCCCCCNC(OC(C)(C)C)=O)=O)=O)C(N[C@@H](C)C1=CC=C(C=C1)C1=C(N=CS1)C)=O